1,1'-bis(tert-butylphenylphosphino)-ferrocene C(C)(C)(C)P([C-]1C=CC=C1)C1=CC=CC=C1.[C-]1(C=CC=C1)P(C1=CC=CC=C1)C(C)(C)C.[Fe+2]